(2S,5S)-4-(4-fluoro-1-(5-methoxypyrimidin-2-yl)piperidine-4-carbonyl)-2,3,4,5-tetrahydro-2,5-methanopyrido[3,4-f][1,4]oxazepine-9-carbonitrile FC1(CCN(CC1)C1=NC=C(C=N1)OC)C(=O)N1C[C@H]2OC3=C([C@@H]1C2)C=NC=C3C#N